2-[[(1R)-1-(2-ethylsulfanyl-3,6-dimethyl-4-oxo-chromen-8-yl)ethyl]amino]benzonitrile C(C)SC=1OC2=C(C=C(C=C2C(C1C)=O)C)[C@@H](C)NC1=C(C#N)C=CC=C1